N-(phenylmethylene)-4-(trifluoromethyl)aniline C1(=CC=CC=C1)C=NC1=CC=C(C=C1)C(F)(F)F